Cl.N1CC(C1)OC1CCN(CC1)C1=CN=C2C(=N1)N(N=C2)CC(F)F 6-(4-(azetidin-3-yloxy)piperidin-1-yl)-1-(2,2-difluoroethyl)-1H-pyrazolo[3,4-b]Pyrazine hydrochloride